FC=1C=CC(=NC1)N1CC2(CN(C2)C(=O)N2CC3(C2)CN(C3)C3=NC=C(C=C3)F)C1 6-(5-fluoropyridin-2-yl)-2,6-diazaSpiro[3.3]Heptane-2-yl ketone